(S)-1-(3-(1-amino-1,3-dihydrospiro[indene-2,4'-piperidine]-1'-yl)-6-((2-cyclopropylpyridin-4-yl)thio)-5-methylpyrazin-2-yl)cyclopropane-1-ol N[C@@H]1C2=CC=CC=C2CC12CCN(CC2)C=2C(=NC(=C(N2)C)SC2=CC(=NC=C2)C2CC2)C2(CC2)O